4-Ethoxybenzaldehyd C(C)OC1=CC=C(C=O)C=C1